N1,N1'-((5-(benzo[d][1,3]dioxol-5-yl)-1,3-phenylene)bis(methylene))bis(N3-(3-aminopropyl)propane-1,3-diamine), hydrochloride salt Cl.O1COC2=C1C=CC(=C2)C=2C=C(C=C(C2)CNCCCNCCCN)CNCCCNCCCN